2-(3-fluoro-4-methoxypyridin-2-yl)acetic acid FC=1C(=NC=CC1OC)CC(=O)O